2-((5-(ethyl(2-(4-((2-(3-Fluorobenzoyl)-6-hydroxybenzo[b]thiophen-3-yl)oxy)phenoxy)ethyl)amino)pentyl)oxy)acetic acid C(C)N(CCCCCOCC(=O)O)CCOC1=CC=C(C=C1)OC=1C2=C(SC1C(C1=CC(=CC=C1)F)=O)C=C(C=C2)O